1-bromo-3-chloro-5-(cyclopropylmethyl)-2-methoxybenzene BrC1=C(C(=CC(=C1)CC1CC1)Cl)OC